[N+](=O)([O-])C(C(=O)C1=CC=C(C=C1)OCC1=CC=CC=C1)Br nitro-4'-benzyloxy-2-bromoacetophenone